((5-amino-1,3,4-thiadiazol-2-yl)amino)piperidine-1-carboxylic acid tert-butyl ester C(C)(C)(C)OC(=O)N1C(CCCC1)NC=1SC(=NN1)N